Bis(8-(methylthio)octyl) 11-(2-(diethylamino)ethyl)-5,17-bis(4-((8-(methylthio)octyl)oxy)-4-oxobutyl)-7,15-dioxo-6,8,14,16-tetraoxa-11-azahenicosanedioate C(C)N(CCN(CCOC(OC(CCCC(=O)OCCCCCCCCSC)CCCC(=O)OCCCCCCCCSC)=O)CCOC(OC(CCCC(=O)OCCCCCCCCSC)CCCC(OCCCCCCCCSC)=O)=O)CC